4-(piperidin-1-yl)-7-(pyrrolidin-1-ylmethyl)-N-(1-(3,4,5-trimethoxyphenyl)-1H-imidazol-4-yl)quinazolin-2-amine N1(CCCCC1)C1=NC(=NC2=CC(=CC=C12)CN1CCCC1)NC=1N=CN(C1)C1=CC(=C(C(=C1)OC)OC)OC